NC1=NC=2C=CC=CC2C2=C1N=C(N2CC2=CC=C(CNC(CCCC)=O)C=C2)CCCC N-(4-((4-amino-2-butyl-1H-imidazo[4,5-c]quinolin-1-yl)methyl)benzyl)pentanamide